5-[4-(3,5-dimethyl-1,2-oxazol-4-yl)-3-(trifluoromethyl)phenyl]-3,6-dihydro-2H-1,3,4-oxadiazin-2-one CC1=NOC(=C1C1=C(C=C(C=C1)C1=NNC(OC1)=O)C(F)(F)F)C